N1-(2-(3-(2-(pyrrolidin-1-yl)ethoxy)phenyl)-6-(4-methoxyphenyl)pyridin-4-yl)cyclobutane-1,3-diamine N1(CCCC1)CCOC=1C=C(C=CC1)C1=NC(=CC(=C1)NC1CC(C1)N)C1=CC=C(C=C1)OC